ethyl 4-(6-oxo-1-phenyl-1,4,5,6-tetrahydropyridazin-3-yl)benzoate O=C1CCC(=NN1C1=CC=CC=C1)C1=CC=C(C(=O)OCC)C=C1